N-(4-tert-butylbenzenesulfonyl)acetamide C(C)(C)(C)C1=CC=C(C=C1)S(=O)(=O)NC(C)=O